N,N-dimethyl-5,6,7,8-tetrahydro-4H-pyrazolo[1,5-a][1,4]diazepin-2-carboxamide CN(C(=O)C1=NN2C(CNCCC2)=C1)C